3-((2-fluoro-4-(trifluoromethoxy)benzyl)oxy)azetidine 4-methylbenzenesulfonate CC1=CC=C(C=C1)S(=O)(=O)O.FC1=C(COC2CNC2)C=CC(=C1)OC(F)(F)F